1-(1,3-benzodioxol-4-yl)-N-(1H-indol-3-ylmethyl)methanamine O1COC2=C1C=CC=C2CNCC2=CNC1=CC=CC=C21